C1=NC=CC=2NC=3C=C(C=CC3C21)C=2C=CC(=NC2)OC2CC(C2)OC=2C=CC(=NC2)C#CCOC=2C=C1CN(C(C1=CC2)=O)C2C(NC(CC2)=O)=O 3-(5-((3-(5-((1r,3r)-3-((5-(5H-pyrido[4,3-b]indol-7-yl)pyridin-2-yl)oxy)cyclobutoxy)pyridin-2-yl)prop-2-yn-1-yl)oxy)-1-oxoisoindolin-2-yl)piperidine-2,6-dione